(7E)-11-iodo-1,1-diheptyloxy-7-undecene ICCC/C=C/CCCCCC(OCCCCCCC)OCCCCCCC